C(C)(C)C1=C(N=NC=C1)OCC1CC(C1)C1=CC(=NN1)NC(CC1=CC(=NO1)C)=O N-(5-((1r,3r)-3-(((4-isopropylpyridazin-3-yl)oxy)methyl)cyclobutyl)-1H-pyrazol-3-yl)-2-(3-methylisoxazol-5-yl)acetamide